(R)-N-((4-bromopyridin-2-yl)methyl)-4-cyano-4-methylisochromane-6-carboxamide BrC1=CC(=NC=C1)CNC(=O)C=1C=C2[C@](COCC2=CC1)(C)C#N